NCC=1C=C(C=CC1)C1CCN(CC1)C(=O)C=1C=C2C=CN(C2=CC1)CC(C(=O)O)(C)O 3-(5-(4-(3-(aminomethyl)phenyl)piperidine-1-carbonyl)-1H-indol-1-yl)-2-hydroxy-2-methylpropanoic acid